Cl.ClC=1C=C(OC2C(C(C2(C)C)NC(C2=CC=C(C=C2)N2CCN(CC2)CC2CCNCC2)=O)(C)C)C=CC1C#N N-((1r,3r)-3-(3-chloro-4-cyanophenoxy)-2,2,4,4-tetramethylcyclobutyl)-4-(4-(piperidin-4-ylmethyl)piperazin-1-yl)benzamide hydrochloride